N1(CCC1)C(=O)C=1C=C2C=CN(C2=CC1)C/C(/CN1C(C2=CC=CC=C2C1=O)=O)=C/F (Z)-2-(2-((5-(azetidine-1-carbonyl)-1H-indol-1-yl)methyl)-3-fluoroallyl)isoindoline-1,3-dione